N-(1-methyl-2-oxo-3-pyridinyl)imidazo[1,2-a]Pyridine-6-carboxamide CN1C(C(=CC=C1)NC(=O)C=1C=CC=2N(C1)C=CN2)=O